Tri-allyl-s-triazin-2,4,6(1H,3H,5H)-trion C(C=C)N1C(N(C(N(C1=O)CC=C)=O)CC=C)=O